(3S)-3-[5-[(1R)-1-[tert-butyl(dimethyl)silyl]oxybut-3-enyl]-1-oxo-isoindolin-2-yl]piperidine [Si](C)(C)(C(C)(C)C)O[C@H](CC=C)C=1C=C2CN(C(C2=CC1)=O)[C@@H]1CNCCC1